OC1=CC=C(C(=O)[O-])C=C1 p-hydroxy-benzoate